Ethyl 6-chloro-3-(3-((5,6,7,8-tetrahydronaphthalen-1-yl)oxy)propyl)-7-(1,3,5-trimethyl-1H-pyrazol-4-yl)-1H-indole-2-carboxylate ClC1=CC=C2C(=C(NC2=C1C=1C(=NN(C1C)C)C)C(=O)OCC)CCCOC1=CC=CC=2CCCCC12